(R)-2-((4-(5-((2-(1-methyl-1H-pyrazol-4-yl)pyrimidin-5-yl)ethynyl)pyrimidin-2-yl)-1-(pyrimidin-2-yl)piperazin-2-yl)methoxy)ethan-1-ol CN1N=CC(=C1)C1=NC=C(C=N1)C#CC=1C=NC(=NC1)N1C[C@@H](N(CC1)C1=NC=CC=N1)COCCO